[Ni].[Fe].[Sn].[Cu] copper-tin-iron-nickel